FC1=C(NC2=CC=CC(=N2)S(=O)(=O)NC(=O)C=2C(=NC=CC2)N2C(CC(C2)C)(C)C)C=C(C(=C1)F)F N-[[6-(2,4,5-Trifluoroanilino)-2-pyridyl]sulfonyl]-2-(2,2,4-trimethylpyrrolidin-1-yl)pyridin-3-carboxamid